COC=1C=C(C=CC1)NC1=NC2=CN=CC=C2C=2C1=C1N(N2)C=NC=C1 N-(3-methoxyphenyl)pyrimido[1',6':1,5]pyrazolo[4,3-c][1,7]naphthyridin-6-amine